[C-]1(C=CC=C1)NCC.[CH-]1C=CC=C1.[Fe+2] ferrocenyl-ethylamine